trans-11-tetradecadienol acetate C(C)(=O)OC(CCCCCC/C=C/C=C)CCC